4-(4-bromo-3-methoxyphenoxy)butanoic acid BrC1=C(C=C(OCCCC(=O)O)C=C1)OC